ClC1=CC=C(C=C1)C1=C(C(=NN1C1=C(C=C(C=C1)Cl)Cl)CNS(=O)(=O)CCNC12C[C@]3(C[C@](CC(C1)C3)(C2)C)C)C N-((5-(4-chlorophenyl)-1-(2,4-dichlorophenyl)-4-methyl-1H-pyrazol-3-yl)methyl)-2-(((1r,3R,5S,7r)-3,5-dimethyladamantan-1-yl)amino)ethane-1-sulfonamide